((2-isopropyl-4-methylpyridin-3-yl)carbamoyl)-2,3-dihydrofuran C(C)(C)C1=NC=CC(=C1NC(=O)C1OC=CC1)C